diethyl ((((3aR,4R,6R,6aR)-6-(2-chloro-6-(((R)-1-phenylethyl)amino)-9H-purin-9-yl)-2,2-dimethyltetrahydrofuro[3,4-d][1,3]dioxol-4-yl)methoxy)methyl)phosphonate ClC1=NC(=C2N=CN(C2=N1)[C@@H]1O[C@@H]([C@@H]2[C@H]1OC(O2)(C)C)COCP(OCC)(OCC)=O)N[C@H](C)C2=CC=CC=C2